C(CC)C1(C2=CC=CC=C2C=2C=C3C(=CC12)C(C(C3)C)=NO)CCC 9,9-dipropyl-2-methyl-3,9-dihydrocyclopenta[b]fluoren-1(2H)-one oxime